C(C)S(=O)(=O)C1=C(N=C2N1C=C(C=C2)OC(C#N)(C)C)N2CC1=NC=C(C=C1C2=O)C(F)(F)F 2-[3-ethylsulfonyl-2-[5-oxo-3-(trifluoromethyl)-7H-pyrrolo[3,4-b]pyridin-6-yl]imidazo[1,2-a]pyridin-6-yl]oxy-2-methyl-propanenitrile